(S)-2-((2,2-dimethyl-1,3-dioxan-4-yl)methyl)-8-(2-fluoro-4-iodophenylamino)-2,6-naphthyridin-1(2H)-one CC1(OCC[C@H](O1)CN1C(C2=C(C=NC=C2C=C1)NC1=C(C=C(C=C1)I)F)=O)C